C(C=CCCCCCCCCCC)=O 2-tridecenal